C(C)OC=1N=CC2=C(N1)NC=C2C=2C=CC=1N(N2)C=CN1 2-ethoxy-5-(imidazo[1,2-b]pyridazin-6-yl)-7H-pyrrolo[2,3-d]pyrimidine